CC(CN1N=CC(=C1)C=1C=CC(=NC1C1=CC=2N(C=C1)C=C(N2)COC)C#N)(C)C 5-[1-(2,2-dimethylpropyl)-1H-pyrazol-4-yl]-6-[2-(methoxymethyl)imidazo[1,2-a]pyridin-7-yl]pyridine-2-carbonitrile